2-(2-(3,3-difluoropyrrolidin-1-yl)-2-oxoethyl)-6-hydroxy-1-methyl-3-oxo-3,8,9,10-Tetrahydropyrano[3,2-f]chromen-5-carbaldehyde FC1(CN(CC1)C(CC1=C(C=2C=3CCCOC3C(=C(C2OC1=O)C=O)O)C)=O)F